4,4',4''-Tris[(3-methylphenyl)phenylamino]triphenylamine C1=CC(=CC(=C1)C2=CC(=CC(=C2)C3=CC=CC(=C3)C4=CN=CC=C4)C5=CC=CC(=C5)C6=CN=CC=C6)C7=CN=CC=C7